SC1=C(C=O)C=CC=C1 Mercaptobenzaldehyde